ClC1=CC=C2C(=N1)N=C(O2)N2CCN(CC2)C(=O)C=2C=NC(=C(C2)C)OCCC(F)(F)F [4-(5-chlorooxazolo[4,5-b]pyridin-2-yl)piperazin-1-yl](5-methyl-6-(3,3,3-trifluoropropoxy)pyridin-3-yl)methanone